BrC=1C=NN2C1C=CC(=C2)C=2C=NN(C2)C 4-{3-bromopyrazolo[1,5-a]pyridin-6-yl}-1-methylpyrazole